(S)-2-amino-1-(3,3-difluoropyrrolidin-1-yl)propan-1-one N[C@H](C(=O)N1CC(CC1)(F)F)C